9-(6-amino-3-pyridyl)-1-[3-(trifluoromethyl)phenyl]-benzo[H]-1,6-naphthyridin-2(1H)-one NC1=CC=C(C=N1)C1=CC=2C(=NC=C3C=CC(N(C23)C2=CC(=CC=C2)C(F)(F)F)=O)C=C1